N-(4-((3-chloro-4-fluorophenyl)amino)-7-(3-(4-((2-(2,6-dioxopiperidin-3-yl)-4-Fluoro-1,3-dioxoisoindolin-5-yl)methyl)piperazin-1-yl)propoxy)quinazolin-6-yl)acrylamide ClC=1C=C(C=CC1F)NC1=NC=NC2=CC(=C(C=C12)NC(C=C)=O)OCCCN1CCN(CC1)CC=1C(=C2C(N(C(C2=CC1)=O)C1C(NC(CC1)=O)=O)=O)F